NCCCNCC1=CC=C(C(=O)NC2=CC=C(C=C2)S(=O)(=O)N2CCN(CC2)C2=NC=C(C(=C2)C(F)(F)F)C2CC2)C=C1 4-[(3-Aminopropylamino)methyl]-N-[4-[4-[5-cyclopropyl-4-(trifluoromethyl)-2-pyridyl]piperazin-1-yl]sulfonylphenyl]benzamide